CN1CC(C1)(C)[C@@](C=1C=C(C=NC1)N1C[C@H](CC1)C(C)(C)O)(C1=CC=C(C=C1)C1(CC1)C(F)(F)F)O 2-[(S)-1-(5-{(R)-(1,3-Dimethyl-azetidin-3-yl)-hydroxy-[4-(1-trifluoromethyl-cyclopropyl)-phenyl]-methyl}-pyridin-3-yl)-pyrrolidin-3-yl]-propan-2-ol